[N+](=O)([O-])C1=CC=C(OC(=O)NC2=C(CC(CC2)C(F)(F)F)C(=O)OCC)C=C1 ethyl 2-(((4-nitrophenoxy)carbonyl)amino)-5-(trifluoromethyl)cyclohex-1-ene-1-carboxylate